NC=1C(=NC(=CC1)C1=CC=C(C=C1)F)NC(C1=CN=C(C=C1)C1CCCC1)=O N-(3-amino-6-(4-fluorophenyl)pyridin-2-yl)-6-cyclopentylnicotinamide